CN(C1=CC=C(C=C1)N\C(=C\1/C(NC2=CC(=CC=C12)C(=O)OC)=O)\C1=CC=CC=C1)C(CN1CCN(CC1)C)=O Methyl (3Z)-3-{[(4-{methyl[(4-methylpiperazin-1-yl)acetyl]amino}phenyl)amino](phenyl)methylidene}-2-oxo-2,3-dihydro-1H-indole-6-carboxylate